C(C1=CC=CC=C1)OC=1C=C2CCNC(C2=CC1OC)\C=C\C1=C(C=C(C=C1)C=1C=NC(=NC1)C)C 6-(benzyloxy)-7-methoxy-1-{(E)-2-[2-methyl-4-(2-methylpyrimidin-5-yl)phenyl]ethenyl}-1,2,3,4-tetrahydroisoquinoline